CC1=C(C(=O)NC2=NC(=CN=C2)C)C=CC(=C1)[N+](=O)[O-] 2-methyl-N-(6-methylpyrazin-2-yl)-4-nitrobenzamide